O=C1N(CCC1OC1=NC2=CC=CC=C2C=C1)C1=C(C(=O)N)C=CC=C1 2-(2-oxo-3-(quinolin-2-yloxy)pyrrolidin-1-yl)benzamide